FC1([C@H]2[C@H]3N(C(C=4N(C3)C=C(C(C4O)=O)C(=O)NCC4=C(C=C(C=C4F)F)F)=O)[C@@H](C1)C2)F (1R,4R,12aR)-2,2-difluoro-7-hydroxy-6,8-dioxo-N-(2,4,6-trifluorobenzyl)-1,2,3,4,6,8,12,12a-octahydro-1,4-methanodipyrido[1,2-a:1',2'-d]pyrazine-9-carboxamide